(S)-4-allyloxycarbonylamino-4-[2-(2-{2-[2-(2-{2-[2-(2-methoxyethoxy)ethoxy]ethoxy}ethoxy)ethoxy]ethoxy}ethoxy)ethylcarbamoyl]butyric acid tert-butyl ester C(C)(C)(C)OC(CC[C@@H](C(NCCOCCOCCOCCOCCOCCOCCOCCOC)=O)NC(=O)OCC=C)=O